2-amino-9-((2R,3R,5S)-3-hydroxy-5-(hydroxymethyl)tetrahydrofuran-2-yl)-7-((1-methyl-1H-pyrazol-3-yl)methyl)-7,9-dihydro-8H-purin-8-one NC1=NC=C2N(C(N(C2=N1)[C@@H]1O[C@@H](C[C@H]1O)CO)=O)CC1=NN(C=C1)C